[Si].[Fe].[Mn].[Co] Cobalt-Manganese-Iron-Silicon